OC1(CCN(CC1)C1=CC(=C2C=C(C(N(C2=C1)C)=O)C)C=1C=CC=C2C=C(N=CC12)C=1C=CC(=NC1)C(=O)OC)C methyl 5-(8-(7-(4-hydroxy-4-methylpiperidin-1-yl)-1,3-dimethyl-2-oxo-1,2-dihydroquinolin-5-yl)isoquinolin-3-yl)picolinate